O=C1N(C(C2=CC=CC=C12)=O)CCC1=NN(C=2N(C([C@@H]([C@@H](C21)C2=CC=C(C=C2)F)NC(C2=CC(=CC=C2)C(F)(F)F)=O)=O)CC)C2=CC=CC=C2 |r| rac-N-((4R,5R)-3-(2-(1,3-dioxoisoindolin-2-yl)ethyl)-7-ethyl-4-(4-fluorophenyl)-6-oxo-1-phenyl-4,5,6,7-tetrahydro-1H-pyrazolo[3,4-b]pyridin-5-yl)-3-(trifluoromethyl)benzamide